1-[7-difluoromethyl-6-(1-methyl-1H-pyrazol-4-yl)-3,4-dihydro-2H-quinolin-1-yl]-isoquinoline-3-carboxylic acid methyl ester COC(=O)C=1N=C(C2=CC=CC=C2C1)N1CCCC2=CC(=C(C=C12)C(F)F)C=1C=NN(C1)C